CC1(CNC1)C(=O)N 3-methylazetidine-3-carboxamide